3-[4-[2,5-dimethyl-3-(1H-pyrazol-4-yl)piperazin-1-yl]-6-methoxy-pyrimidin-2-yl]-6-(trifluoromethyl)imidazo[1,2-a]pyrazine CC1N(CC(NC1C=1C=NNC1)C)C1=NC(=NC(=C1)OC)C1=CN=C2N1C=C(N=C2)C(F)(F)F